NC1=C2C(=NC=N1)N(N=C2C#CC=2C=C(C=CC2C)NC(=O)N2OCC[C@@H]2C2=CC(=CC=C2)F)CC (R)-N-(3-((4-amino-1-ethyl-1H-pyrazolo[3,4-d]pyrimidin-3-yl)ethynyl)-4-methylphenyl)-3-(3-fluorophenyl)isoxazolidin-2-carboxamide